C(C1=CC=CC=C1)OC(=O)N[C@@H](CS)C(=O)NCC(=O)O N-[(BENZYLOXY)CARBONYL]-L-CYSTEINYLGLYCINE